ClC1=C(C(=CC=C1)Cl)COC=1C(=NC=C(C1)B1OC(C(O1)(C)C)(C)C)N 3-[(2,6-dichlorophenyl)methoxy]-5-(4,4,5,5-tetramethyl-1,3,2-dioxaborolan-2-yl)pyridin-2-amine